BrC1=CC=C(C(=N1)N[C@H](C)C1=C(C=C(C=C1)Cl)Cl)[N+](=O)[O-] (R)-6-bromo-N-(1-(2,4-dichlorophenyl)ethyl)-3-nitropyridine-2-amine